3-diethylamino-7-chlorofluoran CCN(CC)C1=CC2=C(C=C1)C3(C4=CC=CC=C4C(=O)O3)C5=C(O2)C=CC(=C5)Cl